tert-butyl (2'S,7R)-2-(2,2-difluoro-1-hydroxy-ethyl)-2'-methyl-spiro[4,5-dihydrothieno[2,3-c]pyran-7,4'-piperidine]-1'-carboxylate FC(C(O)C1=CC2=C(S1)[C@@]1(C[C@@H](N(CC1)C(=O)OC(C)(C)C)C)OCC2)F